C(C)(C)(C)OC(=O)C1=CC=NC2=CC=C(C=C12)N1C[C@H](O[C@H](C1)C)C 6-((2R,6S)-2,6-Dimethylmorpholino)quinoline-4-carboxylic acid tert-butyl ester